Cl.NC1C(=O)NC(CC1)=O alpha-aminoglutarimide hydrochloride